C(C)N1C(=CC2=CC(=CC(=C12)C=1C(=NC(=CC1)C)CC)C1N(CCN(C1)C1=NC=C(C=C1OC)F)C=O)C=1CNCCC1 2-(1-Ethyl-7-(2-ethyl-6-methylpyridin-3-yl)-2-(1,2,5,6-tetrahydropyridin-3-yl)-1H-indol-5-yl)(4-(5-fluoro-3-methoxypyridin-2-yl)piperazin-1-yl)methanone